5-bromo-1-(2-((tert-butyldimethylsilyl)oxy)ethyl)-1H-pyrazolo[3,4-b]Pyridine BrC=1C=C2C(=NC1)N(N=C2)CCO[Si](C)(C)C(C)(C)C